NCC[Si](OCCCCCCCCCCCCCCCCCC)(OCCCCCCCCCCCCCCCCCC)OCCCCCCCCCCCCCCCCCC 2-aminoethyl(trioctadecanoxysilane)